C(C=C)(=O)N1CCC(=CC1)C=1C=C(C(=C(C(=O)NCC=2C(NC(=CC2C)C)=O)C1)C)N(C1CCOCC1)CC 5-(1-acryloyl-1,2,3,6-tetrahydropyridin-4-yl)-N-((4,6-dimethyl-2-oxo-1,2-dihydropyridin-3-yl)methyl)-3-(ethyl-(tetrahydro-2H-pyran-4-yl)amino)-2-methylbenzamide